FC=1C=C2CCN(CC2=CC1)C1=CC(=C(C(=C1)C1COC1)NC(CC(C)(C)C)=O)C N-(4-(6-fluoro-3,4-dihydroisoquinolin-2(1H)-yl)-2-methyl-6-(oxetan-3-yl)phenyl)-3,3-dimethylbutyramide